ClC(C=O)CC=1C=C2C=CC=NC2=CC1 2-chloro-3-(quinoline-6-yl)propionaldehyde